Ethyl (E)-3-(3-((tert-butoxycarbonyl)amino)thiophen-2-yl)acrylate C(C)(C)(C)OC(=O)NC1=C(SC=C1)/C=C/C(=O)OCC